FC1(CC(COC1)C1=CN(C2=C1N=C(N=C2)SCCC(=O)OCC(CCCC)CC)C2CC2)F 2-ethylhexyl 3-((7-(5,5-difluorotetrahydro-2H-pyran-3-yl)-5-cyclopropyl-5H-pyrrolo[3,2-d]pyrimidin-2-yl)thio)propionate